N1=CCCCCCCCCCCCC1 azacyclotetradecene